N-(4-((4-(3-(3-(tert-Butyl)-1-(p-tolyl)-1H-pyrazol-5-yl)ureido)naphthalen-1-yl)oxy)pyridin-2-yl)-2-methoxyacetamide C(C)(C)(C)C1=NN(C(=C1)NC(NC1=CC=C(C2=CC=CC=C12)OC1=CC(=NC=C1)NC(COC)=O)=O)C1=CC=C(C=C1)C